3-Fluoro-5-nitro-1-(2,2,2-trifluoroethyl)pyridin-2(1H)-one FC=1C(N(C=C(C1)[N+](=O)[O-])CC(F)(F)F)=O